7-(3-Cyano-2-methylphenyl)-1-methyl-1H-indazole-4-carboxylic acid C(#N)C=1C(=C(C=CC1)C1=CC=C(C=2C=NN(C12)C)C(=O)O)C